ClC1=CN=CC(=N1)NC(=O)[C@H]1N([C@@H]2C[C@@]2(C1)C)C(=O)OC(C)(C)C (1R,3S,5R)-tert-butyl 3-((6-chloropyrazin-2-yl)carbamoyl)-5-methyl-2-azabicyclo[3.1.0]hexane-2-carboxylate